C1=CC=CC=2C3=CC=CC=C3C(C12)COC(=O)N[C@H](C(=O)O)CC1=C(C=CC(=C1)Cl)C=1C=NN(C1C)C (S)-2-((((9H-fluoren-9-yl)methoxy)carbonyl)amino)-3-(5-chloro-2-(1,5-dimethyl-1H-pyrazol-4-yl)phenyl)propanoic acid